trimethylsilyl-thiopropyl-trimethoxysilane C[Si](SCCC[Si](OC)(OC)OC)(C)C